C1(CC1)C(C(C)(C)O)N1CC2=CC=CC(=C2C1=O)NC(=O)C=1C2=C(N=CC1)OCC2 N-(2-(1-cyclopropyl-2-hydroxy-2-methylpropyl)-3-oxoisoindolin-4-yl)-2,3-dihydrofuro[2,3-b]pyridine-4-carboxamide